FC=1C=C(C=C(C1)B1OC(C(O1)(C)C)(C)C)N1CCN(CC1)C(=O)OC(C)(C)C tert-butyl 4-[3-fluoro-5-(4,4,5,5-tetramethyl-1,3,2-dioxaborolan-2-yl)phenyl]piperazine-1-carboxylate